1,3-bis(diphenylphosphino)propane palladium(II) chloride [Pd](Cl)Cl.C1(=CC=CC=C1)P(CCCP(C1=CC=CC=C1)C1=CC=CC=C1)C1=CC=CC=C1